1-(4-(3-((2-chloro-4-phenoxyphenyl)amino)-1,4,5,6,8-pentazaacenaphthylen-5(1H)-yl)piperidin-1-yl)prop-2-en-1-one ClC1=C(C=CC(=C1)OC1=CC=CC=C1)NC=1C2=CNC=3N=CN=C(N(N1)C1CCN(CC1)C(C=C)=O)C32